[Na+].C(=CCCCCCCC)OC1=C(C=CC=C1)S(=O)(=O)[O-] nonenoxybenzenesulfonic acid sodium salt